1-(5-isopropylpyridin-3-yl)-3-(2-(1-methyl-1H-imidazo[1,2-b]pyrazole-7-carbonyl)-2-azaspiro[3.3]heptan-6-yl)urea C(C)(C)C=1C=C(C=NC1)NC(=O)NC1CC2(CN(C2)C(=O)C2=C3N(N=C2)C=CN3C)C1